tert-Butyl-3-{[2-(4-isopropylphenyl)imidazo[1,2-a]pyrimidin-3-yl] methyl}-3,8-diazabicyclo-[3.2.1]octane-8-carboxylate C(C)(C)(C)OC(=O)N1C2CN(CC1CC2)CC2=C(N=C1N2C=CC=N1)C1=CC=C(C=C1)C(C)C